COC=1C=C(CN(C=2C=C(CN3C(CNCC3)=O)C=CC2)CC2=CC(=CC=C2)N2CCOCC2)C=CC1 1-(3-((3-methoxybenzyl)(3-morpholinobenzyl)amino)benzyl)piperazin-2-one